tetrabutyl-phosphonium benzenesulfonate C1(=CC=CC=C1)S(=O)(=O)[O-].C(CCC)[P+](CCCC)(CCCC)CCCC